benzyl (1S,5R)-1-((tert-butoxycarbonyl)amino)-3-azabicyclo[3.1.0]hexane-3-carboxylate C(C)(C)(C)OC(=O)N[C@@]12CN(C[C@H]2C1)C(=O)OCC1=CC=CC=C1